2-methylcyclopropane-carboxylic acid CC1C(C1)C(=O)O